(14S)-12,12-dimethyl-17-phenyl-2λ6-thia-3,9,11,18,23-pentaazatetracyclo[17.3.1.111,14.05,10]tetracosa-1(22),5,7,9,19(23),20-hexaene-2,2,4-trione CC1(N2C3=NC=CC=C3C(NS(C3=CC=CC(NC(CC[C@@H](C1)C2)C2=CC=CC=C2)=N3)(=O)=O)=O)C